2-((6-cyclopropylbenzo[d]oxazol-2-yl)amino)-N-(2-methoxyethyl)-1-methyl-1H-benzo[d]imidazole-5-carboxamide C1(CC1)C1=CC2=C(N=C(O2)NC2=NC3=C(N2C)C=CC(=C3)C(=O)NCCOC)C=C1